C(C)(C)C1CC=C(C1)CC(C=O)C 3-(4-isopropyl-1-cyclopenten-1-yl)-2-methylpropionaldehyde